2-(1-(4-(Benzylthio)phenyl)ethylidene)hydrazine-1-carboximidamide C(C1=CC=CC=C1)SC1=CC=C(C=C1)C(C)=NNC(N)=N